C(C)(C)C1=C(C(=CC=C1)C(C)C)NC(=O)NS(=O)(=O)C=1OC(=C(C1)C(C)(C)O)C N-((2,6-diisopropylphenyl)carbamoyl)-4-(2-hydroxypropan-2-yl)-5-methylfuran-2-sulfonamide